2-[3-methoxy-2-[(E)-4-methylpent-1-enyl]phenyl]-4,4,5,5-tetramethyl-1,3,2-dioxaborolane COC=1C(=C(C=CC1)B1OC(C(O1)(C)C)(C)C)\C=C\CC(C)C